C(#N)C=1C=C2C(=NC1)[C@]1([C@@](O2)([C@@H]([C@H]([C@H]1O)C(=O)OC)C1=CC=CC=C1)C1=CC=C(C=C1)C#N)O |r| rac-methyl (5aR,6S,7R,8R,8aS)-3-cyano-5a-(4-cyanophenyl)-8,8a-dihydroxy-6-phenyl-5a,7,8,8a-tetrahydro-6H-cyclopenta[4,5]furo[3,2-b]pyridine-7-carboxylate